(E)-4-((2,6-Dimethoxyphenyl)diazenyl)-3,5-dimethoxyphenol COC1=C(C(=CC=C1)OC)/N=N/C1=C(C=C(C=C1OC)O)OC